(6aR,9R)-7-methyl-N,N-bis(prop-2-enyl)-6,6a,8,9-tetrahydro-4H-indolo[4,3-fg]quinoline-9-carboxamide CN1C[C@@H](C=C2C3=C4C(C[C@@H]12)=CNC4=CC=C3)C(=O)N(CC=C)CC=C